FC1=C(C=CC(=C1F)OC)C1=CN=C2N1C=CN=C2NC2=CC(=C(C=C2)C(=O)N2CCN(CC2)S(=O)(=O)[C@H]2CNCC2)C (R)-(4-((3-(2,3-difluoro-4-methoxyphenyl)imidazo[1,2-a]pyrazin-8-yl)amino)-2-methylphenyl)(4-(pyrrolidin-3-ylsulfonyl)piperazin-1-yl)methanone